5-((E)-2-Ethoxyvinyl)-N'-hydroxy-6-methylpyridinecarboxamidine C(C)O/C=C/C=1C=CC(=NC1C)C(=NO)N